(phenoxy)phosphorylaminopropionic acid (S)-cyclopentyl ester C1(CCCC1)OC(C(C)N=P(=O)OC1=CC=CC=C1)=O